C(#N)C[C@H](C)NC(=O)N1CC2(CC2)[C@@H]([C@@H]1CC=1C(=C(C=CC1)C1=CC=CC=C1)F)NS(=O)(=O)C (6S,7S)-N-((S)-1-cyanopropan-2-yl)-6-((2-fluoro-[1,1'-biphenyl]-3-yl)methyl)-7-(methylsulfonamido)-5-azaspiro[2.4]heptane-5-carboxamide